6-iodo-4-morpholino-N-[(E)-m-tolylmethyleneamino]thieno[3,2-d]pyrimidin-2-amine IC1=CC=2N=C(N=C(C2S1)N1CCOCC1)N/N=C/C=1C=C(C=CC1)C